N1=CC=CC2=CC=CC(=C12)O.N1=CC=CC2=CC=CC(=C12)O.N1=CC=CC2=CC=CC(=C12)O.[Al] aluminum tris(8-quinolinol)